3-((1R,2s,4R,6R)-5,5,6-trimethylbicyclo[2.2.1]heptan-2-yl)cyclohexanol CC1([C@@H]2C[C@H]([C@H]([C@H]1C)C2)C2CC(CCC2)O)C